(1S,4s)-4-(8-(2-chloro-4,6-difluorophenylamino)-2-((R)-1-hydroxypropan-2-ylamino)-9H-purin-9-yl)cyclohexanecarboxamide ClC1=C(C(=CC(=C1)F)F)NC=1N(C2=NC(=NC=C2N1)N[C@@H](CO)C)C1CCC(CC1)C(=O)N